(6-(3-(1H-pyrazol-1-yl)-7,8-dihydro-1,6-naphthyridin-6(5H)-yl)-5-methylpyridazin-3-yl)(3-(pyridin-3-yl)azetidin-1-yl)methanone N1(N=CC=C1)C=1C=NC=2CCN(CC2C1)C1=C(C=C(N=N1)C(=O)N1CC(C1)C=1C=NC=CC1)C